C(#N)C1=C(C=C(C(=C1)F)F)[C@H]([C@@H](C)C=1N(C(C(=C(N1)C(=O)NC=1C=NOC1)O)=O)C)C=1C=NN(C1)C 2-((1S,2R)-1-(2-cyano-4,5-difluorophenyl)-1-(1-methyl-1H-pyrazol-4-yl)propan-2-yl)-5-hydroxy-N-(isoxazol-4-yl)-1-methyl-6-oxo-1,6-dihydropyrimidine-4-carboxamide